bis-triphenylphosphine dichloride palladium [Pd+2].[Cl-].[Cl-].C1(=CC=CC=C1)P(C1=CC=CC=C1)C1=CC=CC=C1.C1(=CC=CC=C1)P(C1=CC=CC=C1)C1=CC=CC=C1